ClC=1C(=C(C(=CC1)F)C1=CC(OC1O)=O)F 4-(3-chloro-2,6-difluorophenyl)-5-hydroxyfuran-2(5H)-one